(4-(3-isopropyl-2-(2-methylpyridin-4-yl)-1H-indol-5-yl)piperidin-1-yl)(isoxazol-3-yl)methanone C(C)(C)C1=C(NC2=CC=C(C=C12)C1CCN(CC1)C(=O)C1=NOC=C1)C1=CC(=NC=C1)C